2-[1-amino-1-(piperidin-4-yl)ethyl]-4,5-dichlorophenol NC(C)(C1CCNCC1)C1=C(C=C(C(=C1)Cl)Cl)O